CS=C(N(CC)CC)[O-] S-methyl-N,N-diethylthiocarbamate